aluminum diisopropyloxide (ethylacetoacetate) C(C)CC(CC(=O)[O-])=O.C(C)(C)OC(C)C.[Al+3].C(C)CC(CC(=O)[O-])=O.C(C)CC(CC(=O)[O-])=O